5-(4-benzhydryl-2,6-dimethylpiperazine-1-carbonyl)-2-(2,6-dioxopiperidin-3-yl)isoindoline-1,3-dione C(C1=CC=CC=C1)(C1=CC=CC=C1)N1CC(N(C(C1)C)C(=O)C=1C=C2C(N(C(C2=CC1)=O)C1C(NC(CC1)=O)=O)=O)C